N(=[N+]=[N-])CCNC(OC(C)(C)C)=O tert-butyl N-(2-azidoethyl)carbamate